2-benzyl-2-azaspiro[3.3]heptan-6-yl (2R,5S)-2,5-dimethyl-4-(5-nitropyridin-2-yl)piperazine-1-carboxylate C[C@H]1N(C[C@@H](N(C1)C1=NC=C(C=C1)[N+](=O)[O-])C)C(=O)OC1CC2(CN(C2)CC2=CC=CC=C2)C1